C1(=CC=CC=C1)C1=CC(=NC(=N1)C1=C(C=CC=C1)C1=C(C(=CC=2C3=CC=CC=C3C3=CC=CC=C3C12)C1=CC=CC=C1)C1=CC=CC=C1)C1=CC=CC=C1 (diphenylpyrimidinyl)(diphenyltriphenylenyl)benzene